C(C)OC(C(C(C)=O)C1=CC(=C(C=C1)[N+](=O)[O-])C#N)=O 2-(3-cyano-4-nitrophenyl)-3-oxobutanoic acid ethyl ester